C/C/1=C/C[C@H]2C(C[C@@H]2C(CC[C@@H]1O)=C)(C)C (1R,3Z,5S,9S)-4,11,11-trimethyl-8-methylenebicyclo[7.2.0]undec-3-en-5-ol